C(=O)(OC(C)(C)C)C(C(=O)O)CCCCCCCCCCCCCCCCCC(=O)O Boc-Eicosanedioic acid